BrC1=C(C=CC=C1)C1NCCNC1 2-(2-bromophenyl)piperazine